4-(7-methoxyquinolin-4-yl)-2-methylphenol hydrochloride Cl.COC1=CC=C2C(=CC=NC2=C1)C1=CC(=C(C=C1)O)C